2-(2-hydroxy-t-butyl-5-methylphenyl)-5-chlorobenzotriazole OC1=C(C=C(C=C1C(C)(C)C)C)N1N=C2C(=N1)C=CC(=C2)Cl